(1r,4r)-4-[[6-(difluoromethoxy)-4-[2-[(2,6-dimethylpyrimidin-4-yl)amino]pyrazolo[1,5-a]pyridin-5-yl]-3-pyridyl]oxy]cyclohexanol FC(OC1=CC(=C(C=N1)OC1CCC(CC1)O)C1=CC=2N(C=C1)N=C(C2)NC2=NC(=NC(=C2)C)C)F